BrC1=CC2=C(NC(O2)=O)C=C1 6-Bromo-3H-1,3-benzoxazol-2-one